ClC1=NC(=C2N=CN(C2=N1)C[C@@H]1OC[C@H]([C@H]1O)O)NCC1=CC(=CC=C1)F (2S,3R,4R)-2-((2-chloro-6-((3-fluorobenzyl)amino)-9H-purin-9-yl)methyl)tetrahydrofuran-3,4-diol